3-[tert-butyl-(dimethyl)silyl]Oxocyclobutanecarbonitrile C(C)(C)(C)[Si](C1C(C(C1)C#N)=O)(C)C